COC(C1CCN(CC1)C1=CC=C(C=C1)C1=C(CCCC2=C1C=CC(=C2)C(=O)OC)C2=NC=CC=C2)OC methyl 5-[4-[4-(dimethoxymethyl)-1-piperidyl]phenyl]-6-(2-pyridyl)-8,9-dihydro-7H-benzo[7]annulene-2-carboxylate